OC1CCC2(CN(C2)C(=O)OC(C)(C)C)CC1 tertbutyl 7-hydroxy-2-azaspiro[3.5]nonane-2-carboxylate